OC1=C2C(C(=C(OC2=C(C=C1)CC=C(C)C)C1=CC=C(C=C1)OC)OC1O[C@@H]([C@H]([C@@H]([C@@H]1O)O)O)C)=O 5-hydroxy-2-(4-methoxyphenyl)-8-(3-methylbut-2-en-1-yl)-3-(((3S,4S,5S,6R)-3,4,5-trihydroxy-6-methyltetrahydro-2H-pyran-2-yl)oxy)-4H-chromene-4-one